strontium barium salt [Ba].[Sr]